1,3,4,5-TETRAHYDRO-2H-PYRIDO(4,3-B)INDOLE C1NCCC=2NC=3C=CC=CC3C21